3-{[4-((3-chloro-2-fluorophenyl)amino)-quinazolin-6-yl]amino}-4-(4-methyl-2-(R)-methylpiperazin-1-yl)cyclobut-3-ene-1,2-dione ClC=1C(=C(C=CC1)NC1=NC=NC2=CC=C(C=C12)NC=1C(C(C1N1[C@@H](CN(CC1)C)C)=O)=O)F